2-(4-(2-(2-methyl-4-(methylsulfonyl)phenyl)furo[3,2-b]pyridin-7-yl)pyridin-2-yl)propan-2-ol CC1=C(C=CC(=C1)S(=O)(=O)C)C1=CC2=NC=CC(=C2O1)C1=CC(=NC=C1)C(C)(C)O